2-((2-methyl-6-(trifluoromethyl)pyridin-3-yl)sulfonyl)-6-((3R,4R)-3-methyltetrahydro-2H-pyran-4-yl)-2,6-diazaspiro[3.3]heptane CC1=NC(=CC=C1S(=O)(=O)N1CC2(C1)CN(C2)[C@H]2[C@H](COCC2)C)C(F)(F)F